FC=1C=C2C=NN(C2=CC1O)C1=CC=C(C=C1)N1CC(C1)NS(=O)(=O)C N-(1-(4-(5-Fluoro-6-hydroxy-1H-indazol-1-yl)phenyl)azetidin-3-yl)methanesulfonamide